3-oxo-3-((2-(2-(3-oxo-3-(perfluorophenoxy)propoxy)ethoxy)ethyl)amino)propane-1-sulfonic acid O=C(CCS(=O)(=O)O)NCCOCCOCCC(OC1=C(C(=C(C(=C1F)F)F)F)F)=O